methyl 4-[5-(3,5-dichloro-4-fluorophenyl)-4,5-dihydro-5-(trifluoromethyl)-3-isoxazolyl]-2,3-dihydrofuro[3,2-c]pyridine-7-carboxylate ClC=1C=C(C=C(C1F)Cl)C1(CC(=NO1)C1=NC=C(C2=C1CCO2)C(=O)OC)C(F)(F)F